8-fluoro-2-methyl-3-oxo-3,4-dihydroquinoxalin-6-formaldehyde FC=1C=C(C=C2NC(C(=NC12)C)=O)C=O